FC1=C(C=CC(=C1)F)[C@@H]1N(CCC1)C1=NC=2N(C=C1)N=CC2C2=CC=CC(=N2)N2CCC(CC2)N(C)CC2=C(C1=CN(C=C1C=C2)C2C(NC(CC2)=O)=O)F 5-(((1-(6-(5-((R)-2-(2,4-difluorophenyl)pyrrolidin-1-yl)pyrazolo[1,5-a]pyrimidine-3-yl)pyridin-2-yl)piperidin-4-yl)(methyl)amino)methyl)-2-(2,6-dioxopiperidin-3-yl)-4-fluoroisoindole